(3-exo)-3-((7-((5-formylthiazol-2-yl)amino)-1,6-naphthyridin-5-yl)amino)-9-azabicyclo[3.3.1]nonane-9-carboxylic acid tert-butyl ester C(C)(C)(C)OC(=O)N1C2CC(CC1CCC2)NC2=C1C=CC=NC1=CC(=N2)NC=2SC(=CN2)C=O